O[C@@H]1C=2C=CC(=CC2CC[C@@H]1[C@@H]1N2C(C3=CC=CC=C13)=CN=C2)C(=O)N(C)C (5S,6R)-5-hydroxy-6-((S)-5H-imidazo[5,1-a]isoindol-5-yl)-N,N-dimethyl-5,6,7,8-tetrahydronaphthalene-2-carboxamide